N=S(=O)(C1=CC=C(C=C1)C1=CC2=NC=CC(=C2O1)C1=CC(=CC=C1)S(=O)(=O)C)C imino(methyl)(4-(7-(3-(methylsulfonyl)phenyl)furo[3,2-b]pyridin-2-yl)phenyl)-λ6-sulfanone